3,3-dimethyl-2-methylenenorbornane CC1(C(C2CCC1C2)=C)C